(Bromomethyl)-2-fluorobenzoic acid methyl ester COC(C1=C(C(=CC=C1)CBr)F)=O